NC1=NC(=NC(=N1)C)C 2-Amino-4,6-dimethyl-1,3,5-triazine